(3S)-3-ethyl-4-(hydroxymethyl)dihydrofuran C(C)[C@@H]1COC=C1CO